5-(1H-imidazol-1-yl)-2-[3-(7-methyl-2,7-diazaspiro[3.5]non-2-yl)-1,2,4-triazin-6-yl]phenol hydrochloride Cl.N1(C=NC=C1)C=1C=CC(=C(C1)O)C1=CN=C(N=N1)N1CC2(C1)CCN(CC2)C